NC1=C(C(=NC(=C1F)C1=CC=C2C=CNC2=C1F)C(=O)[O-])Cl.[Na+] sodium 4-amino-3-chloro-5-fluoro-6-(7-fluoro-1H-indol-6-yl)pyridin-2-carboxylate